C1(CCCC1)NC(=O)C1=CC2=C(N=C(S2)C2CCN(CC2)C)C=C1 N-cyclopentyl-2-(1-methylpiperidin-4-yl)benzo[d]thiazole-6-carboxamide